4'-(benzyloxy)-8'-(6-chloro-5-cyclopropyl-1-(tetrahydro-2H-pyran-2-yl)-1H-indazol-4-yl)-2'-(methylsulfinyl)spiro[cyclopropane-1,9'-pyrido[4',3':3,4]cyclopenta[1,2-d]pyrimidine] C(C1=CC=CC=C1)OC=1C2=C(N=C(N1)S(=O)C)C1(C3=C2C=CN=C3C3=C2C=NN(C2=CC(=C3C3CC3)Cl)C3OCCCC3)CC1